C1(CC1)[C@H](N1CCOC2=C(C1=O)C=C(C=C2C=2C(=NN(C2)CC)C(F)(F)F)CO)C2=NC=CC(=C2)OC (S)-4-(cyclopropyl(4-methoxypyridin-2-yl)methyl)-9-(1-ethyl-3-(trifluoromethyl)-1H-pyrazol-4-yl)-7-(hydroxymethyl)-3,4-dihydrobenzo[f][1,4]oxazepin-5(2H)-one